CC1=C(C=NN1)C1=CC=2N=C(NC(C2S1)=O)CN1C[C@H](CC1)C 6-(5-methyl-1H-pyrazol-4-yl)-2-{[(3S)-3-methylpyrrolidin-1-yl]methyl}thieno[3,2-d]pyrimidin-4(3H)-one